C(C)(=O)OC(CCl)COC1=C(C=C(C=C1Cl)C(C)(C)C1=CC=C(C=C1)OCC(CN1C=NC=C1)O)Cl 1-chloro-3-(2,6-dichloro-4-(2-(4-(2-hydroxy-3-(1H-imidazol-1-yl)propoxy)phenyl)propan-2-yl)phenoxy)propan-2-yl acetate